FC(C1=NNC=C1CC(=O)O)(F)F 2-[3-(trifluoromethyl)-1H-pyrazol-4-yl]acetic acid